ClC=1SC(=CN1)C(=O)NC=1C=C(C(=O)O)C=CC1C 3-[(2-chloro-1,3-thiazole-5-carbonyl)amino]-4-methylbenzoic acid